C1C=CN(C=C1C(=O)N)[C@H]2[C@@H]([C@@H]([C@H](O2)COP(=O)([O-])[O-])O)O The molecule is an organophosphate oxoanion arising from deprotonation of the phosphate OH groups of NMNH; major species at pH 7.3. It derives from a NMN(+). It is a conjugate base of a NMNH.